(15R)-23-amino-6,21-bis(trifluoromethyl)-26-oxa-3,4,19,24-tetraazapentacyclo[18.3.1.12,5.17,11.015,19]hexacosa-1(24),2,4,7(25),8,10,20,22-octaen-6-ol NC1=CC(=C2N3CCC[C@H]3CCCC3=CC=CC(C(C4=NN=C(C1=N2)O4)(O)C(F)(F)F)=C3)C(F)(F)F